C(C1=CC=CC=C1)[N+]1(C([N+]2(CCCC(C1=O)C2)[O-])=O)[O-] 3-Benzyl-2,4-dioxo-1,3-diazabicyclo[3.3.1]nonane-1,3-dioxide